NC1=C(C(=NN1C(C)C)C1=CC=C(C=C1)NC1=CC=CC=C1)C(=O)N 5-amino-1-isopropyl-3-(4-(phenylamino)phenyl)-1H-pyrazole-4-carboxamide